(2S,5R)-5-(hydroxymethyl)-N-(2-(isoquinolin-1-yl)propan-2-yl)morpholine-2-carboxamide OC[C@@H]1CO[C@@H](CN1)C(=O)NC(C)(C)C1=NC=CC2=CC=CC=C12